benzyl (1r,5s,6s)-6-((t-butoxycarbonyl) amino)-3-azabicyclo[3.1.0]hexane-3-carboxylate C(C)(C)(C)OC(=O)NC1[C@@H]2CN(C[C@H]12)C(=O)OCC1=CC=CC=C1